tert-butyl ((1-((6-aminopyrimidin-4-yl)carbamoyl)cyclopropyl)methyl)carbamate NC1=CC(=NC=N1)NC(=O)C1(CC1)CNC(OC(C)(C)C)=O